CC1=CC=NN1CC12CC3(CC(CC(C1)(C3)C)(C2)C)Br 5-methyl-1-[[3-bromo-5,7-dimethyl-1-adamantyl]methyl]pyrazole